N1=NC(=CC=C1)N1CC2=C(CC1)N=C(S2)N 4,5,6,7-tetrahydro-5-(3-pyridazinyl)-thiazolo[5,4-c]pyridin-2-amine